2-[(methylsulfonyl)oxy]-3-methoxypropionic acid ethyl ester C(C)OC(C(COC)OS(=O)(=O)C)=O